2-chloro-N-(3-((6-((4-fluorophenethyl)amino)pyrimidin-4-yl)oxy)phenyl)acetamide ClCC(=O)NC1=CC(=CC=C1)OC1=NC=NC(=C1)NCCC1=CC=C(C=C1)F